ClC1=C(C=C(OCC(=O)NC23CC(C2)(C3)C=3OC(=NN3)COC=3C=NC(=C(C3)Cl)C)C=C1)F 2-(4-chloro-3-fluorophenoxy)-N-[3-(5-{[(5-chloro-6-methylpyridin-3-yl)oxy]methyl}-1,3,4-oxadiazol-2-yl)bicyclo[1.1.1]pentan-1-yl]acetamide